C(C)(C)(C)OC(=O)N1C[C@H](N(C[C@@H]1C)C(C(=O)O)C1=CC=C(C=C1)F)C 2-((2r,5s)-4-(tert-butoxycarbonyl)-2,5-dimethylpiperazin-1-yl)-2-(4-fluorophenyl)acetic acid